CC1=[N+](C2=CC=CC=C2C3=C1O[C@H](C3)[C@](C)(CC/C=C(\\C)/CCC=C(C)C)O)[O-] The molecule is an A-type aurichin that is 1,2-dihydrofuro[2,3-c]quinoline 5-oxide which is substituted at position 2 by a (6E)-10-hydroxy-2,6-dimethylundeca-2,6-dien-10-yl group and at position 4 by a methyl group (relative configuration shown). Found in the myxobacterium Stigmatella aurantiaca strain Sg a15. It has a role as a bacterial metabolite and an antibacterial agent. It is an A-type aurachin, a quinoline N-oxide, a tertiary alcohol and a furoquinoline.